ClC1=CC=C(C(=N1)C=1C=CC2=C(C=NOB2O)C1)NC(C)C=1C=C(C=C2C(C(=C(OC12)N1CCC(CC1)(C)C)C)=O)F 8-(1-((6-chloro-2-(1-hydroxy-1H-benzo[d][1,2,6]oxazaborinin-6-yl)pyridin-3-yl)amino)ethyl)-2-(4,4-dimethylpiperidin-1-yl)-6-fluoro-3-methyl-4H-chromen-4-one